IC1=CC=C(OC2CCNCC2)C=C1 4-(4-iodophenoxy)piperidine